NCCNCCCCCC[Si](OCC)(OCC)OCC N-2-aminoethyl-6-Aminohexyltriethoxysilane